CN1N=C(C=C1)N1C(C(=CC=C1)NC=1C=C(C=2N(N1)C(=CN2)C(=O)N)NC)=O 6-((1-(1-methyl-1H-pyrazol-3-yl)-2-oxo-1,2-dihydropyridin-3-yl)amino)-8-(methylamino)imidazo[1,2-b]Pyridazine-3-carboxamide